C1(CCCCC1)P(C1CCCCC1)C(C)P(C1CCCCC1)C1CCCCC1 bis-(dicyclohexylphosphino)ethane